bromo(prop-1-ynyl)magnesium Br[Mg]C#CC